ClC=1C=CC(=C(C(=O)N2C3CC([C@@H]([C@@H]2CNC=2OC4=NC=CC=C4N2)C)C3)C1)N1N=CC=N1 N-{[(3R,4S)-2-[5-Chloro-2-(2H-1,2,3-triazol-2-yl)benzoyl]-4-methyl-2-azabicyclo[3.1.1]heptan-3-yl]methyl}-[1,3]oxazolo[5,4-b]pyridin-2-amin